4-(3-(4-Chloro-2-fluorophenyl)-2,3-dihydrobenzo[b][1,4]dioxin-5-yl)-3,6-dihydropyridine ClC1=CC(=C(C=C1)C1OC2=C(OC1)C=CC=C2C=2CC=NCC2)F